5-methoxycarbonylnaphthyl-7-oxo-bicyclo[2.2.1]Hept-2-ene COC(=O)C1=C2C=CC=C(C2=CC=C1)C12C=CC(CC1)C2=O